ClC=1C=C(C=CC1F)NC1=NC=NC2=CC(=C(C=C12)NCC1=CC(=C(C=C1)C1C(NC(CC1)=O)=O)F)O[C@@H]1COCC1 3-(4-(((4-((3-chloro-4-fluorophenyl)amino)-7-(((S)-tetrahydrofuran-3-yl)oxy)quinazolin-6-yl)amino)methyl)-2-fluorophenyl)piperidine-2,6-dione